6-((4-(2-(((benzyloxy)carbonyl)amino)propan-2-yl)-6-(4-fluorophenyl)pyridin-2-yl)oxy)-3-azabicyclo[3.1.0]hexane-3-carboxylate C(C1=CC=CC=C1)OC(=O)NC(C)(C)C1=CC(=NC(=C1)C1=CC=C(C=C1)F)OC1C2CN(CC12)C(=O)[O-]